5-(2-oxaspiro[3.3]heptan-6-yl)-1H-pyrazol C1OCC12CC(C2)C2=CC=NN2